methyl 9-((2,4-dichlorophenyl)amino)thiazolo[5,4-f]quinazoline-2-carbimidate ClC1=C(C=CC(=C1)Cl)NC1=NC=NC2=CC=C3C(=C12)SC(=N3)C(OC)=N